2-methyl-6-((prop-2-yn-1-yloxy)methyl)pyrazine CC1=NC(=CN=C1)COCC#C